C(C(=C)C)(=O)N methacrylamidoic acid